C1=C(C=CC2=CC=CC=C12)OC(=O)C1C2C=CC(C1)C2 5-(2-naphthyloxycarbonyl)-bicyclo[2.2.1]Hept-2-ene